FC=1C(=CC2=C(OCO2)C1)CCN1[C@@H](CCCC1)C (2R,3R,4R,5S)-1-(2-(6-fluorobenzo[d][1,3]dioxol-5-yl)ethyl)-2-methylpiperidine